C1(=CC=C(C=C1)S(=O)(=O)OCCCC1CCN(CC1)C(=O)OC(C)(C)C)C tert-butyl 4-[3-(p-tolylsulfonyloxy)propyl]piperidine-1-carboxylate